C=C1C=CC2=COC=C21 4-methylenecyclopenta[c]furan